N-(3,5-dichlorophenylmethylene)-2,2-diethoxyethylamine ClC=1C=C(C=C(C1)Cl)C=NCC(OCC)OCC